5-nitro-4-propoxy-1H-pyrrolo[2,3-b]pyridine [N+](=O)([O-])C=1C(=C2C(=NC1)NC=C2)OCCC